(S)-5-(2,2-difluoroethyl)-N'-((2,4,5,6-tetrahydro-1H-cyclobuta[f]inden-3-yl)carbamoyl)-4,5,6,7-tetrahydrothieno[3,2-c]pyridine-2-sulfonimidamide FC(CN1CC2=C(CC1)SC(=C2)[S@](=O)(N)=NC(NC2=C1C(=CC=3CCCC23)CC1)=O)F